propenyl-dichlorosilane tert-butyl-6-[4-bromo-1-methyl-5-(1-naphthyl)imidazol-2-yl]-2-azaspiro[3.3]heptane-2-carboxylate C(C)(C)(C)OC(=O)N1CC2(C1)CC(C2)C=2N(C(=C(N2)Br)C2=CC=CC1=CC=CC=C21)C.C(=CC)[SiH](Cl)Cl